3-(6-((R)-3-METHYLPIPERAZIN-1-YL)PYRIDIN-3-YL)PIPERIDINE-2,6-DIONE C[C@@H]1CN(CCN1)C1=CC=C(C=N1)C1C(NC(CC1)=O)=O